N-methoxy-N-methyl-4-(methylamino)butanamide CON(C(CCCNC)=O)C